C(C)(C)(C)OC(\C=C\C1=CC(=C(C(=C1)F)Cl)F)=O (E)-3-(4-chloro-3,5-difluorophenyl)acrylic acid tert-butyl ester